N1CCC(CC1)C1=NC=2C(=NC=C(C2)C2COCC2)N1 (4-piperidyl)-6-tetrahydrofuran-3-yl-3H-imidazo[4,5-b]pyridin